O=C1N(C=C(C(N1)=O)F)CC(=O)O 2,4-dioxo-5-fluoro-3,4-dihydro-1(2H)-pyrimidineacetic acid